1-(4-Chloro-3-cyclopropylphenyl)propan-1-one ClC1=C(C=C(C=C1)C(CC)=O)C1CC1